ClC1=CC(=C(C(=O)NC=2CC(C=CC2)=S(=O)=O)C=C1Cl)OC1=CC=C(C=C1)F 4,5-dichloro-2-(4-fluorophenoxy)-N-(3-sulfonylphenyl)benzamide